CC1(C=2C=CC=C(C2C(C2=CC=CC=C12)=O)B(O)O)C (10,10-dimethyl-9-oxo-9,10-dihydro-anthracene-1-yl)boronic acid